Ethyl (1R,2R,7a'S)-2-fluoro-5'-oxodihydro-1'H,3'H-spiro[cyclopropane-1,2'-pyrrolizine]-7a'(5'H)-carboxylate F[C@@H]1C[C@@]12C[C@@]1(CCC(N1C2)=O)C(=O)OCC